(2R)-2-{[7-bromo-2-(1-methyl-1H-pyrazol-4-yl)[1,2,4]triazolo[1,5-c]quinazolin-5-yl]amino}-1-[(1S,4S)-5-methyl-2,5-diazabicyclo[2.2.1]hept-2-yl]propan-1-one BrC1=CC=CC=2C=3N(C(=NC12)N[C@@H](C(=O)N1[C@@H]2CN([C@H](C1)C2)C)C)N=C(N3)C=3C=NN(C3)C